N2-(4-(4-ethylpiperazine-1-yl)-3-methoxyphenyl)-N4-(1H-indazol-6-yl)-5-methylpyrimidine-2,4-diamine C(C)N1CCN(CC1)C1=C(C=C(C=C1)NC1=NC=C(C(=N1)NC1=CC=C2C=NNC2=C1)C)OC